C(CCC)C1OC(C2=CC=CC=C12)=O butyl-1(3H)-isobenzofuranone